N-(5-CHLORO-6-(2H-1,2,3-TRIAZOL-2-YL)PYRIDIN-3-YL)-4-METHYL-3-PHENYLISOTHIAZOLE-5-CARBOXAMIDE ClC=1C=C(C=NC1N1N=CC=N1)NC(=O)C1=C(C(=NS1)C1=CC=CC=C1)C